tetrahydrofuranylmethylsulfothiainine O1C(CCC1)CC=1C(SC=CC1)S(=O)(=O)O